C1(=CC=CC=C1)CC(C)NCCCC N-(1-phenylpropan-2-yl)butan-1-amine